(S)-N-ethyl-1-phenylethylamine C(C)N[C@@H](C)C1=CC=CC=C1